FC1=C(C(=CC=C1)F)CN1C(N(C(C2=C1SC(=C2CN(C)C)CCCNC(=O)NOC)=O)C=2C=NC(=CC2)OC)=O (3-{1-[(2,6-difluorophenyl)methyl]-5-[(dimethylamino)methyl]-3-(6-methoxypyridin-3-yl)-2,4-dioxothieno[2,3-d]pyrimidin-6-yl}propyl)-3-methoxyurea